10-((2-(Allyloxy)-3-(tert-butyl)-5-methylphenyl)diethylsilyl)-1,2,5,8-tetramethyl-5,10-dihydroindeno[1,2-b]indole C(C=C)OC1=C(C=C(C=C1C(C)(C)C)C)[Si](C1C2=C(C(=CC=C2C=2N(C=3C=CC(=CC3C21)C)C)C)C)(CC)CC